ClC1=CC=C(C(=N1)C(=O)OC)N[C@H](C)C1=NC(=CC(=C1)C)N1C(OC[C@@H]1CC1=C(C(=CC=C1)C)F)=O methyl 6-chloro-3-(((R)-1-(6-((S)-4-(2-fluoro-3-methylbenzyl)-2-oxooxazolidin-3-yl)-4-methylpyridin-2-yl)ethyl)amino)picolinate